CCCCCCCC/C=C\\CCCCCCCCOC(=O)C The molecule is an acetate ester derived from (9Z)-octadecen-1-ol (oleic alcohol). It has a role as a mouse metabolite and a rat metabolite. It derives from a (9Z)-octadecen-1-ol.